4-(3,5-dinitrobenzyl) 1-methyl 2-methylmaleate C/C(/C(=O)OC)=C/C(=O)OCC1=CC(=CC(=C1)[N+](=O)[O-])[N+](=O)[O-]